C1NCNC2=CC=CC=C12 1,2,3,4-tetrahydro-2,4-naphthyridine